Cl.N[C@H](C(C)(O)C)C (3S)-3-amino-2-methylbutan-2-ol hydrochlorid